1-cyclopropyl-5-(((trifluoromethyl)sulfonyl)oxy)-1H-pyrazole-3-carboxylic acid methyl ester COC(=O)C1=NN(C(=C1)OS(=O)(=O)C(F)(F)F)C1CC1